(2r,3s)-3-hydroxy-2-((3-methylbenzamido)methyl)-3-phenylpropionic acid ethyl ester C(C)OC([C@@H]([C@@H](C1=CC=CC=C1)O)CNC(C1=CC(=CC=C1)C)=O)=O